(3R)-N-[2,4-difluoro-3-({4-oxo-3-[4-(piperazin-1-yl)phenyl]quinazolin-6-yl}oxy)phenyl]-3-fluoropyrrolidine-1-sulfonamide hydrochloride Cl.FC1=C(C=CC(=C1OC=1C=C2C(N(C=NC2=CC1)C1=CC=C(C=C1)N1CCNCC1)=O)F)NS(=O)(=O)N1C[C@@H](CC1)F